4-(1,3-dichloropropane-2-yl)-1-methylpiperidine ClCC(CCl)C1CCN(CC1)C